C(C)(=O)NC1=CC=C(C=2CCCCC12)C(=O)OC methyl 4-acetamido-5,6,7,8-tetrahydronaphthalene-1-carboxylate